FC=1C=C(N)C=CC1OC1=C(C=NC2=CC(=C(N=C12)OC)OC)F 3-fluoro-4-((3-fluoro-6,7-dimethoxy-1,5-naphthyridin-4-yl)oxy)aniline